FC1=CC=C(C(=N1)C)OC1=CC=C(C(=C1C(=O)OC)C)C(F)(F)F methyl 6-((6-fluoro-2-methylpyridin-3-yl)oxy)-2-methyl-3-(trifluoromethyl)benzoate